5-(3-(2-(4-fluoro-2-methylphenoxy)ethoxy)phenyl)-1-methyl-1H-pyrazole FC1=CC(=C(OCCOC=2C=C(C=CC2)C2=CC=NN2C)C=C1)C